C(C)(C)(C)P(N(C)C=N)(N(C)C)(N(C)C)C(C)(C)C P1-t-butyl-(tert-butyl-iminotris(dimethylamino)phosphorane)